2-hydroxy-2-methyl-1-phenyl-propan OC(CC1=CC=CC=C1)(C)C